7-(cyclopropylmethylene)-N-(4-fluoro-3-(trifluoromethyl)phenyl)bicyclo[2.2.1]heptane-2-carboxamide C1(CC1)C=C1C2C(CC1CC2)C(=O)NC2=CC(=C(C=C2)F)C(F)(F)F